N1=CC(=CC=C1)C(CO)=C 2-(pyridin-3-yl)prop-2-en-1-ol